O=C1N(C(=CN=C1NCCC1=CC=CC=C1)C1=CC=C(C=C1)C(F)(F)F)CC(=O)O 2-(2-oxo-3-(phenethylamino)-6-(4-(trifluoromethyl)phenyl)pyrazin-1(2H)-yl)acetic acid